benzyl (R)-7-hydroxy-5-oxo-2-azaspiro[3.4]octane-2-carboxylate O[C@H]1CC(C2(CN(C2)C(=O)OCC2=CC=CC=C2)C1)=O